2-(1-(4-(6-((4-chloro-2-fluorobenzyl)oxy)pyridine-2-yl)piperidin-1-yl)ethyl)-1-(((S)-oxetan-2-yl)methyl)-1H-benzo[d]imidazole-6-carboxylic acid Methyl ester COC(=O)C=1C=CC2=C(N(C(=N2)C(C)N2CCC(CC2)C2=NC(=CC=C2)OCC2=C(C=C(C=C2)Cl)F)C[C@H]2OCC2)C1